CN(CCN(C1=C(C=C(C(=C1)OC)NC1=NC=NC(=C1)N1OCC[C@@H]1C1=CC(=CC=C1)OC1=CC=CC=C1)NC(C=C)=O)C)C (R)-N-(2-((2-(dimethylamino)ethyl)(methyl)amino)-4-methoxy-5-((6-(3-(3-phenoxyphenyl)isoxazolidin-2-yl)pyrimidin-4-yl)amino)phenyl)acrylamide